1-bromodecan-2-one Bromine [Br].BrCC(CCCCCCCC)=O